N1CC2(CCC1)C(NC1=CC=CC=C12)=O 1,2-dihydrospiro[indol-3,3'-piperidin]-2-one